C(CCC)OCCOCCOCCCC Diethylene glycol dibutyl ether